ClC=1C=C(C=CC1C#N)N(C1CCC(CC1)NC(=O)C1=CC=C(N=N1)N1CCC(CC1)CCCCCC(=O)[O-])C 6-(1-(6-(((1r,4r)-4-((3-chloro-4-cyanophenyl)(methyl)amino)cyclohexyl)carbamoyl)pyridazin-3-yl)piperidin-4-yl)hexanoate